3-(3-(4-chloro-2-fluoro-5-methylbenzyl)-1-cyclopropylureido)piperidine-1-carboxylic acid tert-butyl ester C(C)(C)(C)OC(=O)N1CC(CCC1)N(C(=O)NCC1=C(C=C(C(=C1)C)Cl)F)C1CC1